2-(2-((7-(3-(aminomethyl)phenyl)-5-(methoxycarbonyl)benzofuran-2-yl)methoxy)phenyl)acetic acid NCC=1C=C(C=CC1)C1=CC(=CC=2C=C(OC21)COC2=C(C=CC=C2)CC(=O)O)C(=O)OC